CS(=O)(=O)OC=1N(C(N2N(C1)C(=CC(=C2)C)C(C)=O)=O)C 6-Acetyl-2,8-dimethyl-1-oxo-1,2-dihydropyridazino[1,2-a][1,2,4]triazin-3-yl methanesulfonate